4-epoxy-6-methyl-cyclohexylmethyl-6-methylcyclohexanecarboxylate CC1(CC(CCC1C(=O)[O-])CC12C(CCCC1)O2)C